COC1=C(C(=C(C(=C1)C)C=CC(=CC=CC(=CC(=O)O)C)C)C)C 9-(4-methoxy-2,3,6-trimethylphenyl)-3,7-dimethylnona-2,4,6,8-tetraenoic acid